C(C)(C)(C)C1=C(C(=O)OCC2(CC2)NC(=O)OC(C)(C)C)C=C(C=C1NC(CC1=CC=C(C=C1)C=1NCCN1)=O)NC(CC1=CC=C(C=C1)C=1NCCN1)=O 1-(tert-butoxycarbonylamino)cyclopropylmethanol tert-butyl-3,5-bis(2-(4-(4,5-dihydro-1H-imidazol-2-yl)phenyl)acetamido)benzoate